C(C)(C)(C)OC(=O)NCC=1N=C2N(C=C(C=C2C(=O)OC)C2CC2)C1 methyl 2-(((tert-butoxycarbonyl)amino)methyl)-6-cyclopropylimidazo[1,2-a]pyridine-8-carboxylate